ClC=1C=C2C(=C3C1NC(NC31CCCCC1)=O)OC(=N2)CN2CCN(CC2)C2COC2 5-chloro-2-{[4-(oxetan-3-yl)piperazin-1-yl]methyl}-7,8-dihydro-6H-spiro[[1,3]oxazolo[5,4-f]quinazoline-9,1'-cyclohexan]-7-one